(7S)-7-tert-butyl-N-[(1R)-3-(4-hydroxy-1-piperidyl)-1-[4-(3-methyl-1H-pyrazol-4-yl)phenyl]propyl]-5,6,7,8-tetrahydrothiazolo[5,4-b]quinoline-2-carboxamide C(C)(C)(C)[C@@H]1CC=2C=C3C(=NC2CC1)SC(=N3)C(=O)N[C@H](CCN3CCC(CC3)O)C3=CC=C(C=C3)C=3C(=NNC3)C